FC=1C=C2C(NC=3CCC[C@H](C3C2=CC1F)N(C(=O)NC1(CC1)C(F)(F)F)C)=O (R)-1-(8,9-difluoro-6-oxo-1,2,3,4,5,6-hexahydrophenanthridin-1-yl)-1-methyl-3-(1-(trifluoromethyl)cyclopropyl)urea